FC1(C(CN(C1)CCO)NC(=O)C1=C(OC2=C1C=C(C=C2)OCC=2C(=NC=CC2)C(F)(F)F)C)F N-(4,4-difluoro-1-(2-hydroxyethyl)pyrrolidin-3-yl)-2-methyl-5-((2-(trifluoromethyl)pyridin-3-yl)methoxy)benzofuran-3-carboxamide